FC=1C=C(C=CC1F)[C@H]1[C@@H](C1)NC=1C2=C(N=C(N1)OCC)SC(=C2)C N-((1R,2S)-2-(3,4-difluorophenyl)cyclopropyl)-2-ethoxy-6-methylthieno[2,3-d]pyrimidin-4-amine